N-(1-(bromodifluoromethyl)-3-(2-(1,1-difluoroethyl)-6-methylpyrimidin-4-yl)-1H-pyrrolo[2,3-c]pyridin-5-yl)acetamide BrC(N1C=C(C=2C1=CN=C(C2)NC(C)=O)C2=NC(=NC(=C2)C)C(C)(F)F)(F)F